COC1=CC=C2C3=C(NC2=C1)C(=NC=C3)C(C(=O)N)C3=CC=C(C=C3)C (7-methoxy-9H-pyrido[3,4-b]indol-1-yl)-2-(p-tolyl)acetamide